BrC1=CC2=C([N+](=C(N=[N+]2[O-])NCCC(=O)OC(C2=NC=CC=C2)C2=NC=CC=C2)[O-])C=C1 7-bromo-3-((3-(bis(pyridin-2-yl)methoxy)-3-oxopropyl)amino)benzo[e][1,2,4]triazine-1,4-dioxide